1-(2-fluoro-3-((trifluoromethyl)sulfonyl)phenyl)ethane-1-one FC1=C(C=CC=C1S(=O)(=O)C(F)(F)F)C(C)=O